COC(C1=CC=C(C=C1)C=C(C(=O)C1=CC=C(C=C1)Cl)N=[N+]=[N-])=O 4-[2-azido-3-(4-chlorophenyl)-3-oxo-1-propenyl]benzoic acid methyl ester